(3R)-3-[[2-(5-ethoxy-5-oxo-pent-1-ynyl)thieno[3,2-c]pyridin-4-yl]amino]piperidine-1-carboxylate C(C)OC(CCC#CC1=CC=2C(=NC=CC2S1)N[C@H]1CN(CCC1)C(=O)[O-])=O